N-(3-Aminophenyl)sulfonyl-6-tert-butyl-2-(2-cyano-4,6-dimethyl-phenoxy)pyridin-3-carboxamid NC=1C=C(C=CC1)S(=O)(=O)NC(=O)C=1C(=NC(=CC1)C(C)(C)C)OC1=C(C=C(C=C1C)C)C#N